glutamylthreonine N[C@@H](CCC(=O)O)C(=O)N[C@@H]([C@H](O)C)C(=O)O